ClCCCN1CCN(CC1)C(=O)OC(C)(C)C 4-(3-chloropropyl)-1-tert-butoxycarbonyl-piperazine